CN1CN(CN(C1)C)C hexahydro-1,3,5-tris(methyl)-s-triazine